[C@H]1([C@@H](O)[C@@H](O)[C@H](O)[C@H](O1)CO)OCCNC(CN([C@@H](CCC(=O)OCC1=CC=CC=C1)C(=O)NCCO[C@@H]1[C@@H](O)[C@@H](O)[C@H](O)[C@H](O1)CO)CC(NCCO[C@@H]1[C@@H](O)[C@@H](O)[C@H](O)[C@H](O1)CO)=O)=O benzyl (S)-4-{bis[2-({2-[(α-D-mannopyranosyl)oxy]ethyl}amino)-2-oxoethyl]amino}-5-({2-[(α-D-mannopyranosyl)oxy]ethyl}amino)-5-oxopentanoate